Tert-butyl (3S)-3-[4-(4,4,5,5-tetramethyl-1,3,2-dioxaborolan-2-yl)pyrazol-1-yl]piperidine-1-carboxylate CC1(OB(OC1(C)C)C=1C=NN(C1)[C@@H]1CN(CCC1)C(=O)OC(C)(C)C)C